(R)-2-amino-5-(3-((2-(difluoromethoxy)-6-methylpyridin-3-yl)carbamoyl)-3-(2-isopropylphenyl)azetidin-1-yl)-5-oxopentanoic acid N[C@@H](C(=O)O)CCC(=O)N1CC(C1)(C1=C(C=CC=C1)C(C)C)C(NC=1C(=NC(=CC1)C)OC(F)F)=O